[C-]#N.C(CCCC)[NH+]1C(CCC1)CCC 1-Pentyl-2-propylpyrrolidinium cyanid